2,3-bis(methylene)-7,7-dimethyl-bicyclo[2.2.1]heptane C=C1C2CCC(C1=C)C2(C)C